(((((3S,11aR)-9-oxo-3,4-dihydro-1H,9H,11H-3,11a-methanopyrimido[6',1':2,3]imidazo[5,1-c][1,4]oxazin-7-yl)oxy)methyl)phenoxy)-5-(trifluoromethyl)benzonitrile O=C1N=C(C=C2N1C[C@]13CO[C@H](CN12)C3)OCC3=C(OC1=C(C#N)C=C(C=C1)C(F)(F)F)C=CC=C3